C(C)(C)(C)C=1C=CC=2NC3=C(C=C(C=C3C2C1)C(C)(C)C)Br 3,6-di-tert-butyl-8-bromocarbazole